C1(CCC1)NC=1C(=NC=CC1)N1CCN(CC1)[C@H]1CC2(CN(C2)C(=O)OCC)CC1 ethyl (6R)-6-[4-[3-(cyclobutylamino)-2-pyridyl]piperazin-1-yl]-2-azaspiro[3.4]octane-2-carboxylate